N1(CCOCC1)CCCSC1=NC=2N(CN1)N=CC2 (3-(morpholinyl)propylthio)-3H-pyrazolo[1,5-a][1,3,5]Triazine